FC(CN1N=C(C(=C1)C1=CN=C2N1C=CN=C2NC2=CC(=C(C(=O)NCCCNC(=O)[C@H]1NC[C@@H](C1)O)C=C2)CC)C(F)(F)F)F (2S,4R)-N-(3-(4-((3-(1-(2,2-difluoroethyl)-3-(trifluoromethyl)-1H-pyrazol-4-yl)imidazo[1,2-a]pyrazin-8-yl)amino)-2-ethylbenzamido)propyl)-4-hydroxypyrrolidine-2-carboxamide